3-ethyl-2,4-pentanedione C(C)C(C(C)=O)C(C)=O